BrC=1N=CC(=NC1)COC1=C(C(=C(C=C1)C(CC1=CC=CC=C1)=O)O)C 1-(4-((5-bromopyrazin-2-yl)methoxy)-2-hydroxy-3-methylphenyl)-2-phenylethan-1-one